C(CCCCCCCCCCCCCCCC)C(C(=O)O)=CC=CCCCCCCCCCCCCCCC heptadecan-1-yl-eicosadienoic acid